O[C@](COC(C1=CC=CC=C1C1N(CCC1)C1=CC2=CC=CC=C2C=C1)=O)(CCOC1=CC=C(C=C1)OC)C N-(2-naphthyl)tetrahydropyrrolebenzoic acid (2S)-2-hydroxy-4-(4-methoxyphenoxy)-2-methylbutyl ester